C(C)OC(C=CF)=O ethyl-3-fluoroacrylate